NC=1CC(=CC2=C(N1)C=C(C=C2I)Br)C(=O)N(CCC)CCC 2-amino-8-bromo-6-iodo-N,N-dipropyl-3H-benzo[b]azepine-4-carboxamide